CC1=C(C=CC(=C1)OC=1C=C2C(=NC1)NN=C2)N2C(N(CC2=O)C=2C=NC=C(C2)C(F)(F)F)=O 3-[2-methyl-4-(1H-pyrazolo[3,4-b]pyridin-5-yloxy)phenyl]-1-[5-(trifluoromethyl)-3-pyridinyl]-2,4-imidazolidinedione